C(#N)C=1C=NN2C1C(=NC(=C2)C=2C=NN(C2)C2CCC(CC2)=O)C=2C=CC(=NC2)N2CCC(CC2)(C(=O)NC2CCC2)CC 1-(5-(3-cyano-6-(1-(4-oxocyclohexyl)-1H-pyrazol-4-yl)pyrazolo[1,5-a]pyrazin-4-yl)pyridin-2-yl)-N-cyclobutyl-4-ethylpiperidine-4-carboxamide